urs-12-ene CC1CCC2(CCC3(C(=CCC4C3(CCC5C4(CCCC5(C)C)C)C)C2C1C)C)C